ClC=1N(N=C2C(N(CCC21)CC2(CC2)F)=O)CC2=C(C=CC=C2F)F 3-chloro-2-(2,6-difluorobenzyl)-6-((1-fluorocyclopropyl)methyl)-2,4,5,6-tetrahydro-7H-Pyrazolo[3,4-c]pyridin-7-one